3-[2,3-Dicarboxy-5-[6-[4-[(E)-3-(4-fluorophenyl)-3-oxoprop-1-enyl]phenoxy]hexoxy]phenyl]-5-[6-[4-[(E)-3-(4-fluorophenyl)-3-oxoprop-1-enyl]phenoxy]hexoxy]phthalic acid C(=O)(O)C1=C(C=C(C=C1C(=O)O)OCCCCCCOC1=CC=C(C=C1)\C=C\C(=O)C1=CC=C(C=C1)F)C1=C(C(C(=O)O)=CC(=C1)OCCCCCCOC1=CC=C(C=C1)\C=C\C(=O)C1=CC=C(C=C1)F)C(=O)O